benzyl (5-(3-(4-methylpyrimidin-2-yl)cyclopent-2-en-1-yl)-1H-pyrazol-3-yl)carbamate CC1=NC(=NC=C1)C1=CC(CC1)C1=CC(=NN1)NC(OCC1=CC=CC=C1)=O